benzyl (2-(2-(1-amino-2-hydroxypropan-2-yl)-6-chloropyridin-4-yl)propan-2-yl)carbamate NCC(C)(O)C1=NC(=CC(=C1)C(C)(C)NC(OCC1=CC=CC=C1)=O)Cl